C(C(=O)[O-])(=O)[O-].[W+4].[V+5] vanadium-tungsten oxalate